(±)-2-((2S,6S)-6-methylpiperidin-2-yl)-5-(trifluoromethyl)pyridine C[C@H]1CCC[C@H](N1)C1=NC=C(C=C1)C(F)(F)F |r|